Z-pyrano[3',4':6,7]-indolizino[1,2-b]quinoline C1OC=CC=2C1=CN1C=C3C(N=C4C=CC=CC4=C3)=C1C2